tert-Butyl (3R)-3-[(1S)-2-[(4S)-4-benzyl-2-oxo-oxazolidin-3-yl]-1-[(3-nitrophenyl)methyl]-2-oxo-ethyl]pyrrolidine-1-carboxylate C(C1=CC=CC=C1)[C@@H]1N(C(OC1)=O)C([C@@H](CC1=CC(=CC=C1)[N+](=O)[O-])[C@@H]1CN(CC1)C(=O)OC(C)(C)C)=O